C1(CCC1)N[C@@H](C)C1=CC(=C2CN(C(C2=C1)=O)C1=CC(=CC=C1)C1(CC(C1)(F)F)C1=NN=CN1C)C(F)(F)F (S)-6-(1-(cyclobutylamino)ethyl)-2-(3-(3,3-difluoro-1-(4-methyl-4H-1,2,4-triazol-3-yl)cyclobutyl)phenyl)-4-(trifluoromethyl)isoindolin-1-one